N-(1-methylpyrrolo[3,2-b]pyridin-5-yl)butanamide CN1C=CC2=NC(=CC=C21)NC(CCC)=O